5-methyl-[1,1'-biphenyl]-2-carboxamide CC1=CC=C(C(=C1)C1=CC=CC=C1)C(=O)N